N-[(1S,2S)-2-Hydroxycyclohexyl]-4-methyl-3-{[(1H-pyrazolo[3,4-b]pyridin-5-yl)methyl]amino}benzamide O[C@@H]1[C@H](CCCC1)NC(C1=CC(=C(C=C1)C)NCC=1C=C2C(=NC1)NN=C2)=O